rac-trans-1-[2-(3-chlorophenyl)ethyl]-3-{[4-(2-methoxyethane-sulfonyl)phenoxy]methyl}-4-methylpyrrolidine ClC=1C=C(C=CC1)CCN1C[C@H]([C@@H](C1)C)COC1=CC=C(C=C1)S(=O)(=O)CCOC |r|